tert-butyl (1R,5S)-3,6-diazabicyclo[3.1.1]heptane-6-carboxylate [C@@H]12CNC[C@@H](N1C(=O)OC(C)(C)C)C2